methyl 1-(2,6-dimethyl-4-(1-(2-methyl-6-(trifluoromethyl)phenyl)azetidin-3-yl)benzyl)piperidine-4-carboxylate CC1=C(CN2CCC(CC2)C(=O)OC)C(=CC(=C1)C1CN(C1)C1=C(C=CC=C1C(F)(F)F)C)C